CC1(N=CC=N1)CO 2-Methylimidazolemethanol